CC1(C(C(=CC(=C1N)C)C1=CC(=C(N)C(=C1)C)C)N)N 3,3',5,5'-tetramethylbenzidinediamine